1-methyl-2-[[3-(4,4,5,5-tetramethyl-1,3,2-dioxaborolan-2-yl)phenyl]methyl]piperidine CN1C(CCCC1)CC1=CC(=CC=C1)B1OC(C(O1)(C)C)(C)C